lithium bis(catechol) borate B([O-])([O-])[O-].C=1(O)C(O)=CC=CC1.C=1(O)C(O)=CC=CC1.[Li+].[Li+].[Li+]